C1(CC1)NC1=CC(=NC=N1)N1CCC(CC1)C(=O)N1CCC(CC1)OC=1C=CC=C2C(=NN(C12)C)C1C(NC(CC1)=O)=O 3-(7-((1-(1-(6-(cyclopropylamino)pyrimidin-4-yl)piperidine-4-carbonyl)-piperidin-4-yl)oxy)-1-methyl-1H-indazol-3-yl)piperidine-2,6-dione